N1C(=NC=C1)C1=CC=C(C(=N1)OC)NC(=O)C=1C(=NOC1C)C1=CC=CC=C1 [6-(1H-imidazol-2-yl)-2-methoxy-3-pyridinyl]-5-methyl-3-phenyl-isoxazole-4-carboxamide